NC1=NC=2C=C(C=CC2C2=C1N=C(N2OCCCCN)CCCC)P(CC)(CC)=O (4-amino-1-(4-aminobutoxy)-2-butyl-1H-imidazo[4,5-c]quinolin-7-yl)diethylphosphine oxide